ClC=1C=C(NC2(CCC3(C(CC4=CC=CC=C34)CCCOC3=NN(C=4CCCCC34)C(=O)OC(C)(C)C)CC2)C(=O)OC)C=CC1 tert-butyl 3-{3-[(1r,4r)-4-(3-chloroanilino)-4-(methoxycarbonyl)-2',3'-dihydrospiro[cyclohexane-1,1'-inden]-2'-yl]propoxy}-4,5,6,7-tetrahydro-1H-indazole-1-carboxylate